ClC=1C=C(C=CC1F)NC(N(CC1=CNC(C2=CC=CC=C12)=O)CC1CC1)=O 3-(3-chloro-4-fluorophenyl)-1-(cyclopropylmethyl)-1-((1-oxo-1,2-dihydroisoquinolin-4-yl)methyl)urea